1-[5-(4-Chlorophenyl)-3-(3-hydroxyphenyl)-4,5-dihydropyrazol-1-yl]-propan-1-one ClC1=CC=C(C=C1)C1CC(=NN1C(CC)=O)C1=CC(=CC=C1)O